BrC1=C(C2=NC3=CC=CC=C3N=C2C(=C1Cl)Br)O 2,4-dibromo-3-chloro-1-hydroxyphenazine